(4-(1-(3-(4-(2-(4-methoxyphenyl)but-3-yn-2-yl)thiazol-2-yl)ureido)ethyl)phenyl)piperazine-1-carboxylic acid tert-butyl ester C(C)(C)(C)OC(=O)N1C(CNCC1)C1=CC=C(C=C1)C(C)NC(=O)NC=1SC=C(N1)C(C)(C#C)C1=CC=C(C=C1)OC